1-(2-fluorophenyl)naphthalene FC1=C(C=CC=C1)C1=CC=CC2=CC=CC=C12